COC1=C(C=C(C[C@@H]2N(C[C@@H](N(C[C@@H](N(C[C@@H](N(C2)CC(=O)O)CC2=CC(=C(C=C2)OC)S(=O)(=O)O)CC(=O)O)CC2=CC(=C(C=C2)OC)S(=O)(=O)O)CC(=O)O)CC2=CC(=C(C=C2)OC)S(=O)(=O)O)CC(=O)O)C=C1)S(=O)(=O)O 2,2',2'',2'''-((2S,5S,8S,11S)-2,5,8,11-tetrakis(4-methoxy-3-sulfobenzyl)-1,4,7,10-tetraazacyclododecane-1,4,7,10-tetrayl)tetraacetic acid